C(#N)C1=CC(=C(C=C1)N1C(=CCC2=C(N=CC(=C12)C)OCC)C)OC (4S)-(4-CYANO-2-METHOXYPHENYL)-5-ETHOXY-2,8-DIMETHYL-1,4-DIHYDRO-1,6-NAPHTHYRIDIN